5-bromo-3-fluoro-4-(4-fluoro-2,6-dimethylphenoxy)thiophene-2-carboxylic acid methyl ester COC(=O)C=1SC(=C(C1F)OC1=C(C=C(C=C1C)F)C)Br